N-(2-Methoxy-5-((6-(trifluoromethyl)pyridin-3-yl)oxy)phenyl)-5-oxopyrrolidine-2-carboxamide COC1=C(C=C(C=C1)OC=1C=NC(=CC1)C(F)(F)F)NC(=O)C1NC(CC1)=O